ClC(=C(F)F)F CHLORoTRIFLUORoETHYLEN